3-bromo-N-(1-((5-fluoropyridin-2-yl)oxy)-2-methylpropan-2-yl)-1-methyl-1H-pyrrolo[2,3-b]pyridine-5-carboxamide BrC1=CN(C2=NC=C(C=C21)C(=O)NC(COC2=NC=C(C=C2)F)(C)C)C